1-(3-(2-(4-ethynyl-2-fluorophenoxy)ethoxy)phenyl)-2-methyl-1H-imidazole C(#C)C1=CC(=C(OCCOC=2C=C(C=CC2)N2C(=NC=C2)C)C=C1)F